8-((5-Fluoro-1-(1-methyl-1H-pyrazol-4-yl)-1H-indazol-6-yl)oxy)-5,6,7,8-tetrahydroquinoline-3-carbonitrile FC=1C=C2C=NN(C2=CC1OC1CCCC=2C=C(C=NC12)C#N)C=1C=NN(C1)C